FC1=CC=C(C=C1)C1=C(N=C(C2=CC3=C(C=C12)C=NN3C3OCCCC3)C3C(C(C3)C(=O)O)=O)C(C)C 3-[5-(4-fluorophenyl)-6-isopropyl-1-tetrahydropyran-2-yl-pyrazolo[4,3-g]-isoquinolin-8-yl]Oxocyclobutanecarboxylic acid